ClC1=NC=C(C(=C1)C1=C(C=NC(=C1)C)C(=O)NC=1SC2=C(N1)CN(C2)C(C2=NC(=CC=C2C(F)F)OC)=O)OC 2'-chloro-N-(5-(3-(difluoromethyl)-6-methoxypicolinoyl)-5,6-dihydro-4H-pyrrolo[3,4-d]thiazol-2-yl)-5'-methoxy-6-methyl-[4,4'-bipyridine]-3-carboxamide